C1(=CC=CC2=CC=CC=C12)[C@@H](C)N |r| rac-1-(1-naphthyl)ethylamine